methyl-3-(1-methyl-1H-imidazol-4-yl)-1-(p-tolyl)-1H-indole-5-sulfonamide CC=1N(C2=CC=C(C=C2C1C=1N=CN(C1)C)S(=O)(=O)N)C1=CC=C(C=C1)C